(E)-N-hydroxy-3-(2-((3-(morpholinomethyl)benzyl)amino)phenyl)acrylamide tert-butyl-(4-(methoxy(methyl)carbamoyl)-1,2,5-oxadiazol-3-yl)carbamate C(C)(C)(C)N(C(O)=O)C1=NON=C1C(N(C)OC)=O.ONC(\C=C\C1=C(C=CC=C1)NCC1=CC(=CC=C1)CN1CCOCC1)=O